3-(4-(4-oxopiperidin-1-yl)phenyl)piperidine-2,6-dione O=C1CCN(CC1)C1=CC=C(C=C1)C1C(NC(CC1)=O)=O